2-chloro-4-[[5-(4-chlorophenoxy)-4-methyl-3-pyridinyl]oxy]-3-fluoro-pyridine ClC1=NC=CC(=C1F)OC=1C=NC=C(C1C)OC1=CC=C(C=C1)Cl